(2S)-2-[[[4-[[4-[3-chloro-4-(cyclopropylcarbamoylamino)phenoxy]-7-methoxy-quinoline-6-carbonyl]carbamoyloxymethyl]phenoxy]-(methoxymethyl)phosphoryl]amino]propanoate ClC=1C=C(OC2=CC=NC3=CC(=C(C=C23)C(=O)NC(=O)OCC2=CC=C(OP(=O)(COC)N[C@H](C(=O)[O-])C)C=C2)OC)C=CC1NC(NC1CC1)=O